perfluorododecyl-sulfonate FC(C(C(C(C(C(C(C(C(C(C(C(F)(F)F)(F)F)(F)F)(F)F)(F)F)(F)F)(F)F)(F)F)(F)F)(F)F)(F)F)(S(=O)(=O)[O-])F